5-chloro-1-ethyl-3-((3-(piperazin-1-yl)phenyl)sulfonyl)-1H-indole ClC=1C=C2C(=CN(C2=CC1)CC)S(=O)(=O)C1=CC(=CC=C1)N1CCNCC1